5-(1-hydroxyethyl)-7-methyl-3-(1-methyl-1H-pyrazol-4-yl)quinoline-2-carbonitrile OC(C)C1=C2C=C(C(=NC2=CC(=C1)C)C#N)C=1C=NN(C1)C